(R)-tert-butyl (4-morpholino-1-(phenylthio)butan-2-yl)carbamate O1CCN(CC1)CC[C@H](CSC1=CC=CC=C1)NC(OC(C)(C)C)=O